2,5-Dimercapto-1,4-phenylenediamine dihydrochloride Cl.Cl.SC1=C(C=C(C(=C1)N)S)N